(1H-indol-3-yl)dimethylphosphinooxide N1C=C(C2=CC=CC=C12)CP(C)OP(C)CC1=CNC2=CC=CC=C12